The molecule is a pentaanionic form of coenzyme A-glutathione mixed disulfide; major species at pH 7.3. It is an organophosphate oxoanion and an organic disulfide. It is a conjugate base of a CoA-glutathione. CC(C)(COP(=O)([O-])OP(=O)([O-])OC[C@@H]1[C@H]([C@H]([C@@H](O1)N2C=NC3=C(N=CN=C32)N)O)OP(=O)([O-])[O-])[C@H](C(=O)NCCC(=O)NCCSSC[C@@H](C(=O)NCC(=O)[O-])NC(=O)CC[C@@H](C(=O)[O-])[NH3+])O